C(C)(=O)C=1C(=NC(=CC1)C=1C=NN2C1C=CC(=C2)NC=2N=NC(=CC2)CN2CC(C2)OC)N2N=C(C=C2C)C#N 1-[3-acetyl-6-[6-[[6-[(3-methoxyazetidin-1-yl)methyl]pyridazin-3-yl]amino]pyrazolo[1,5-a]pyridin-3-yl]pyridin-2-yl]-5-methylpyrazole-3-carbonitrile